(((tert-butyldimethylsilyl)oxy)methyl)-7,8-dihydro-1,6-naphthyridine [Si](C)(C)(C(C)(C)C)OCC1=NC=2CCN=CC2C=C1